2'-chloro-N-(5-(1,4-dimethyl-1H-1,2,3-triazol-5-yl)thiazolo[5,4-b]pyridin-2-yl)-5'-methoxy-6-methyl-[4,4'-bipyridine]-3-carboxamide ClC1=NC=C(C(=C1)C1=C(C=NC(=C1)C)C(=O)NC=1SC2=NC(=CC=C2N1)C1=C(N=NN1C)C)OC